CC1(COC=2C1=C(C=CC2C)O)C 3,3,7-trimethyl-2H-benzofuran-4-ol